2-(4-((S)-2-((S)-2-((tert-butoxycarbonyl)(methyl)amino)propanamido)-2-cyclohexylacetyl)piperazine-1-carbonyl)-6-methoxy-1-methyl-1H-indole-3-carboxylic acid C(C)(C)(C)OC(=O)N([C@H](C(=O)N[C@H](C(=O)N1CCN(CC1)C(=O)C=1N(C2=CC(=CC=C2C1C(=O)O)OC)C)C1CCCCC1)C)C